2-(cyclopropylmethyl)-3-methoxy-4-[(methylamino)-carbonyl]phenoxy(propoxy)-3,4-dihydro-8-propyl-2H-1-benzopyran-2-propanoic acid C1(CC1)CC1=C(OC2C(OC3=C(C2)C=CC=C3CCC)(CCC(=O)O)OCCC)C=CC(=C1OC)C(=O)NC